O1[C@H](COCC1)[C@@H](C)N1N=CC=2C1=NC(=CN2)NC2=NNC(=C2)OC(F)F 1-((R)-1-((S)-1,4-dioxan-2-yl)ethyl)-N-(5-(difluoromethoxy)-1H-pyrazol-3-yl)-1H-pyrazolo[3,4-b]pyrazin-6-amine